4-(4-(4-(1-ethylpiperidin-4-yl)piperazin-1-yl)piperidin-1-yl)-3-((2-fluoro-4-(octadecyloxy)phenyl)sulfonyl)-6-(trifluoromethoxy)quinoline C(C)N1CCC(CC1)N1CCN(CC1)C1CCN(CC1)C1=C(C=NC2=CC=C(C=C12)OC(F)(F)F)S(=O)(=O)C1=C(C=C(C=C1)OCCCCCCCCCCCCCCCCCC)F